4-(methoxy-d3)pyridine C(OC1=CC=NC=C1)([2H])([2H])[2H]